CN1N=NN=C1S 1-methyl-mercapto-1,2,3,4-tetrazole